L-α,γ-diaminobutyric acid N[C@H](C(=O)O)CCN